(1R,2S,5S)-3-((S)-3,3-dimethyl-2-(2,2,2-trifluoroacetamido)butanoyl)-N-(3-(dimethylamino)propyl)-N-(ethylcarbamoyl)-6,6-dimethyl-3-azabicyclo[3.1.0]hexane-2-carboxamide CC([C@@H](C(=O)N1[C@@H]([C@H]2C([C@H]2C1)(C)C)C(=O)N(C(NCC)=O)CCCN(C)C)NC(C(F)(F)F)=O)(C)C